C(C1=CC=CC=C1)OCC(=C)C=1C(=C(C(=O)OC(C)(C)C)C(=CC1)COC1CC1)OC(=O)OC(C)(C)C tert-butyl 3-(3-(benzyloxy)prop-1-en-2-yl)-2-((tert-butoxycarbonyl)oxy)-6-(cyclopropyloxymethyl)benzoate